ClC=1N(C(N(C1C1=CC=C(C=C1)Cl)C[C@@H](C(F)(F)F)O)=O)CC1=NN(C(=N1)[C@H](C)O)C1=C(C(=CC=C1)Cl)F 4-chloro-5-(4-chlorophenyl)-3-((1-(3-chloro-2-fluorophenyl)-5-((S)-1-hydroxyethyl)-1H-1,2,4-triazol-3-yl)methyl)-1-((S)-3,3,3-trifluoro-2-hydroxypropyl)-1,3-dihydro-2H-imidazol-2-one